S1C2=C(C=C1)C(=CC=C2)N2CCN(CC2)CCCCOC2=CC=C1C=CC(N(C1=C2)C(CC\C=C/C\C=C/C\C=C/C\C=C/C\C=C/CCCCC)=O)=O 7-(4-(4-(benzo[b]thiophen-4-yl)piperazin-1-yl)butoxy)-1-(4Z,7Z,10Z,13Z,16Z)-docosa-4,7,10,13,16-pentaenoylquinolin-2(1H)-one